C(C)(C)(C)OC(=O)NC=1SC=C(N1)/C(/C(=O)ON1C(CCC1=O)=O)=N/OC1(CCOCC1)C(=O)OC(C)(C)C tert-butyl 4-{[(Z)-(1-{2-[(tert-butoxycarbonyl)amino]-1,3-thiazol-4-yl}-2-[(2,5-dioxopyrrolidin-1-yl)oxy]-2-oxoethylidene)amino]oxy}oxane-4-carboxylate